C(C)(=O)N1CCC(CC1)N1C=C2C(NN(C(C2=CC1=O)=O)C)=O 6-(1-acetylpiperidin-4-yl)-2-methyl-2,3-dihydropyrido[3,4-d]pyridazine-1,4,7(6H)-trione